1-(tert-Butyl) 4-methyl 4-((6-bromo-3-fluoropyridin-2-yl)methyl)-2-methylpiperidine-1,4-dicarboxylate BrC1=CC=C(C(=N1)CC1(CC(N(CC1)C(=O)OC(C)(C)C)C)C(=O)OC)F